N-(2-hydroxy-propyl)benzenesulfonamide OC(CNS(=O)(=O)C1=CC=CC=C1)C